8-bromo-1-chloro-3-methylimidazo[1,5-a]quinoxalin BrC1=CC=C2N=CC=3N(C2=C1)C(=NC3C)Cl